N,N-dimethylnicotinamide CN(C)C(=O)C1=CN=CC=C1